9-n-pentyloxyanthracene C(CCCC)OC=1C2=CC=CC=C2C=C2C=CC=CC12